3-(3-{3-[(4-methyl-4H-1,2,4-triazol-3-yl)methyl]oxetan-3-yl}phenyl)-5-(trifluoromethyl)-1H-pyrazolo[3,4-c]pyridine-7-carbaldehyde CN1C(=NN=C1)CC1(COC1)C=1C=C(C=CC1)C1=NNC2=C(N=C(C=C21)C(F)(F)F)C=O